N1(CCCC1)CC1=C(C=C(C=C1)N1N=C2C(=CC=CC2=C1)C(=O)N)C(F)(F)F 2-[4-(pyrrolidin-1-ylmethyl)-3-(trifluoromethyl)phenyl]-2H-indazole-7-carboxamide